[Cl-].C1(CCCCC1)[N+]1=CN(C2=C1C=CC=C2)C2CCCCC2 1,3-dicyclohexylbenzimidazolium chloride